O1CCN(CC1)[C@H](C(=O)OC(C)(C)C)CC tert-Butyl (S)-2-morpholinobutanoate